tert-butyl-(5-iodopentyl)dimethylsilane C(C)(C)(C)[Si](C)(C)CCCCCI